5-(5-nitro-2H-1,2,3-triazole-4-yl)-4H-1,2,4-triazole-3,4-diamine [N+](=O)([O-])C=1C(=NNN1)C=1N(C(=NN1)N)N